8-methyl-1-oxaspiro[4.5]decan-2-one CC1CCC2(CCC(O2)=O)CC1